C(C)(C)(C)C=1C=C(CN2C(N(C(N(C2=O)CC2=CC(=C(C(=C2)C(C)(C)C)O)C(C)(C)C)=O)CC2=CC(=C(C(=C2)C(C)(C)C)O)C(C)(C)C)=O)C=C(C1O)C(C)(C)C 1,3,5-tris(3,5-di-t-butyl-4-hydroxybenzyl)-S-triazine-2,4,6(1H,3H,5H)trion